NC1=NC(=C(C2=CN=C(C=C12)C1=CC(=CC=C1)Cl)OCC1=CC=CC=C1)C(=O)OC Methyl 1-amino-4-(benzyloxy)-7-(3-chlorophenyl)-2,6-naphthyridine-3-carboxylate